[Cl-].C(CCCCCCCCC)[N+](CC1=CC=CC=C1)(C)C decanyl-dimethyl-benzyl-ammonium chloride